N-[6-(2,2-difluoroethoxy)-5-fluoro-2-methoxypyridin-3-yl]-1-oxo-2-(trideuteriomethyl)-3,4-dihydroisoquinoline-5-sulfonamide FC(COC1=C(C=C(C(=N1)OC)NS(=O)(=O)C=1C=2CCN(C(C2C=CC1)=O)C([2H])([2H])[2H])F)F